(1S,2S)-N-(6-(5-chloro-6-fluoro-7-((2-hydroxyethyl)thio)-1H-indazol-4-yl)imidazo[1,2-a]pyridin-2-yl)-2-fluorocyclopropane-1-carboxamide ClC=1C(=C2C=NNC2=C(C1F)SCCO)C=1C=CC=2N(C1)C=C(N2)NC(=O)[C@H]2[C@H](C2)F